CC(=C)CCC 1-methyl-1-propylethylene